9-cyclopropyl-8-methyl-7-(3-(6-methylpyridin-3-yl)-7,8-dihydro-1,6-naphthyridin-6(5H)-yl)-4H-pyrimido[1,2-b]pyridazin-4-one C1(CC1)C=1C=2N(N=C(C1C)N1CC=3C=C(C=NC3CC1)C=1C=NC(=CC1)C)C(C=CN2)=O